(S)-4-(2,4-difluorophenoxy)-N-(7-(3,3-dimethylbut-1-yn-1-yl)-5-methyl-4-oxo-2,3,4,5-tetrahydrobenzo[b][1,4]oxazepin-3-yl)picolinamide FC1=C(OC2=CC(=NC=C2)C(=O)N[C@@H]2C(N(C3=C(OC2)C=CC(=C3)C#CC(C)(C)C)C)=O)C=CC(=C1)F